(3'r)-5',5'-difluoro-3-hydroxy-2-oxo[1,3'-bipiperidine]-1'-carboxylic acid 5-chloropyridin-2-yl ester ClC=1C=CC(=NC1)OC(=O)N1C[C@@H](CC(C1)(F)F)N1C(C(CCC1)O)=O